Cl.NC\C=C(\CN1N=NC2=C1C=C(C=C2C=2C=C(C=CC2)S(=O)(=O)N(C)C)C(F)(F)F)/F (Z)-3-(1-(4-amino-2-fluorobut-2-en-1-yl)-6-(trifluoromethyl)-1H-benzo[d][1,2,3]triazol-4-yl)-N,N-dimethylbenzenesulfonamide Hydrochloride